(S)-4-(1-(6-(1-amino-1,3-dihydrospiro[indene-2,4'-piperidine]-1'-yl)-4-oxo-4,5-dihydro-1H-pyrazolo[3,4-d]pyrimidin-3-yl)cyclopropyl)pyrrolecarbonitrile N[C@@H]1C2=CC=CC=C2CC12CCN(CC2)C=2NC(C1=C(N2)NN=C1C1(CC1)C=1C=C(NC1)C#N)=O